(2R,5S)-2-(4-phenoxyphenyl)-5-(piperazine-1-carbonyl)-1,4-thiazepan-3-one hydrochloride Cl.O(C1=CC=CC=C1)C1=CC=C(C=C1)[C@H]1SCC[C@H](NC1=O)C(=O)N1CCNCC1